tert-Butyl (2S)-2-((3-(tert-butoxy)-2-fluoro-3-oxopropoxy)methyl)pyrrolidine-1-carboxylate C(C)(C)(C)OC(C(COC[C@H]1N(CCC1)C(=O)OC(C)(C)C)F)=O